C(C)(=O)N1C[C@@H]([C@@H](C1)NC=1N=CC2=CC(=NC(=C2C1)NCC1CC1)C1=C(C(=CC(=C1Cl)OC)OC)Cl)NC(C=C)=O N-((3S,4R)-1-acetyl-4-((5-((cyclopropylmethyl)amino)-7-(2,6-dichloro-3,5-dimethoxyphenyl)-2,6-naphthyridin-3-yl)amino)pyrrolidin-3-yl)acrylamide